C(#N)C1=CC=C(C=C1)N1C=CC2=CC(=CC=C12)NC(C=C)=O N-(1-(4-cyanophenyl)-1H-indol-5-yl)acrylamide